IC1=CC(=NC=C1)NC(=O)NCCC 1-(4-iodopyridin-2-yl)-3-propylurea